CN1CCN(CC1)C=1C=CC=C(C1N)N 6-(4-methylpiperazin-1-yl)benzene-1,2-diamine